ClC=1C=C(CNCCCCOCCNC2=NC3=C(C4=CN=CC=C24)C=CC(=C3)C(=O)N)C=CC1C(F)(F)F 5-((2-(4-((3-chloro-4-(trifluoromethyl)benzyl)amino)butoxy)ethyl)amino)benzo[c][2,6]naphthyridine-8-carboxamide